Cl.NC1CC2CCC(C1)N2C2=NC(=C(C=1N2C=CN1)C1=C(C=CC=2OCOCC21)F)C2=CC(=C(C#N)C=C2)F 4-(5-(3-amino-8-azabicyclo[3.2.1]octane-8-yl)-8-(6-fluorobenzo[d][1,3]dioxane-5-yl)imidazolo[1,2-c]pyrimidin-7-yl)-2-fluorobenzonitrile hydrochloride